FC(C1OC2(CCC2)CN(C1)C1=NC(=NC=C1F)NC1=CC=C(C=C1)S(=O)(=O)N)F 4-({4-[6-(difluoromethyl)-5-oxa-8-azaspiro[3.5]nonan-8-yl]-5-fluoropyrimidin-2-yl}amino)benzenesulfonamide